3-(5-(1-(((1r,4r)-4-methoxycyclohexyl)methyl)-1H-pyrazol-3-yl)-1-oxoisoindolin-2-yl)piperidine-2,6-dione COC1CCC(CC1)CN1N=C(C=C1)C=1C=C2CN(C(C2=CC1)=O)C1C(NC(CC1)=O)=O